O2-benzyl O1-tert-butyl 5-azidopiperidine-1,2-dicarboxylate N(=[N+]=[N-])C1CCC(N(C1)C(=O)OC(C)(C)C)C(=O)OCC1=CC=CC=C1